N,N-dimethyl-3-butene-1-amine CN(CCC=C)C